1-[2-[(pyridine-3-carbonyl)amino]ethyl]pyridin-1-ium N1=CC(=CC=C1)C(=O)NCC[N+]1=CC=CC=C1